C(C)(C)(C)OC(=O)N1[C@@H](CCC1)C=1C=C(C=C2CCN(CC12)C1=CC(=NC(=C1)C)C)Cl (S)-2-(6-chloro-2-(2,6-dimethylpyridin-4-yl)-1,2,3,4-tetrahydroisoquinoline-8-yl)pyrrolidine-1-carboxylic acid tert-butyl ester